3-(dodecylthio)-1-[(1RS,2SR)-2,6,6-trimethyl-3-cyclohexen-1-yl]-1-butanone C(CCCCCCCCCCC)SC(CC(=O)[C@@H]1[C@H](C=CCC1(C)C)C)C |r|